N1C(=NC2=C1C=CC=C2)C2=C(C=C(C=C2)C(F)(F)F)C=2C(=CC(=CC2)C(N[C@H](CCC)C2=CC=CC=C2)=O)C(=O)O 2'-(1H-1,3-benzodiazol-2-yl)-4-{[(1R)-1-phenylbutyl]carbamoyl}-5'-(trifluoromethyl)-[1,1'-biphenyl]-2-carboxylic acid